COC(=O)C1=CC=C(C=C1)C1=CC(=CC=C1)F 3'-fluoro-[1,1'-biphenyl]-4-carboxylic acid methyl ester